N1(N=CC=C1)C(C1=CC2=C(C(=N1)OC)C(=NO2)NS(=O)(=O)C2=CC1=C(CCO1)C=C2OC)([2H])[2H] N-(6-((1H-pyrazol-1-yl)methyl-d2)-4-methoxyisoxazolo[4,5-c]pyridin-3-yl)-5-methoxy-2,3-dihydrobenzofuran-6-sulfonamide